N-(4-(3-amino-1H-indazol-5-yl)pyridine-2-yl)-3-phenylpropanamide NC1=NNC2=CC=C(C=C12)C1=CC(=NC=C1)NC(CCC1=CC=CC=C1)=O